C1(=CC=CC=C1)C=1SC(=CN1)C(=O)N 2-phenylthiazole-5-carboxamide